O1CCC(=CC1)C=1C2=C(C(=NC1)OC)N=C(S2)NC(=O)N2CC1(CC2)CCNCC1 2,8-Diaza-spiro[4.5]decane-2-carboxylic acid [7-(3,6-dihydro-2H-pyran-4-yl)-4-methoxy-thiazolo[4,5-c]pyridin-2-yl]-amide